diiodoxybenzene I(=O)(=O)C1=C(C=CC=C1)I(=O)=O